NC1=C(C(=O)O)C=C(C(=C1)Br)Cl 2-amino-4-bromo-5-chlorobenzoic acid